ClC=1C(=CC(=NC1)NC(=O)[C@H]1C[C@@H](CCC1)C1=CC=NC=C1)C1=C2N(N=C1)CC(C2)(C)C (1R,3R)-N-(5-chloro-4-(5,5-dimethyl-5,6-dihydro-4H-pyrrolo[1,2-b]pyrazol-3-yl)pyridin-2-yl)-3-(pyridine-4-yl)cyclohexane-1-carboxamide